C(CCCC)OC(CCC1CC(CC(C1)CCC(=O)OCCCCC)CCC(=O)OCCCCC)=O tri(n-pentyl)-cyclohexane-1,3,5-tripropionate